Ethyl 5-amino-2-[1-(cyclopropylmeth-yl)-1H-pyrazol-4-yl]-3-fluorobenzoate NC=1C=C(C(=C(C(=O)OCC)C1)C=1C=NN(C1)CC1CC1)F